(3-(2-((3-(4-fluorophenyl)oxetan-3-yl)oxy)acetyl)-3,8-diazabicyclo[3.2.1]octan-8-yl)nicotinonitrile FC1=CC=C(C=C1)C1(COC1)OCC(=O)N1CC2CCC(C1)N2C2=C(C#N)C=CC=N2